(1E)-1,2-difluoro-1-iodo-ethylene F/C(=C\F)/I